ClC=1C=C(CNC(=O)C2=CN(C3=CC(=C(C=C3C2=O)F)N2CCNCC2)CC)C=CC1 N-(3-chlorobenzyl)-1-ethyl-6-fluoro-4-oxo-7-(1-piperazinyl)-1,4-dihydroquinoline-3-carboxamide